2,7-di-t-butylfluorenyl-lithium [Li+].CC(C)(C)C1=CC2=C(C=C1)C3=C(C2)[C-]=C(C=C3)C(C)(C)C